N-(3-fluorobenzyl)-2-(3-(pyridin-2-yl)-4-(quinolin-4-yl)-1H-pyrazol-1-yl)acetamide FC=1C=C(CNC(CN2N=C(C(=C2)C2=CC=NC3=CC=CC=C23)C2=NC=CC=C2)=O)C=CC1